ClC1=CC=C(C=C1)C1=NC(=NC(=C1)N1CC(CC1)N1CCN(CC1)C)C=1C=NC=CC1 4-(4-chlorophenyl)-6-(3-(4-methylpiperazin-1-yl)pyrrolidin-1-yl)-2-(pyridin-3-yl)pyrimidine